C[Si](CCOC(=O)ON1C(CCC1=O)=O)(C)C 1-[2-(trimethylsilyl)ethoxycarbonyloxy]Pyrrolidine-2,5-dione